C(C)(=O)NC1=CC(=C(C=C1)O)CN1CCCC1 4-acetamido-2-((pyrrolidin-1-yl)methyl)phenol